tert-butyl (2S,6S)-4-[2-methoxy-4-[[6-(methoxymethoxy)-2,7-dimethyl-indazol-5-yl] carbamoyl]-1,3-benzothiazol-7-yl]-2,6-dimethyl-piperazine-1-carboxylate COC=1SC2=C(N1)C(=CC=C2N2C[C@@H](N([C@H](C2)C)C(=O)OC(C)(C)C)C)C(NC2=CC1=CN(N=C1C(=C2OCOC)C)C)=O